azasilinan N1[SiH2]CCCC1